2,6-dimethyl-2-heptenoic acid CC(C(=O)O)=CCCC(C)C